N1(C=NC=C1)CCS 2-(1H-imidazol-1-yl)ethane-1-thiol